C(C)(C)(C)C1=CC=C(C=C1)N(C(=O)[C@@H]1NCC(C1)=O)C(C(=O)NC1CCCCC1)C=1C=NC=CC1 (2R)-N-(4-tert-butylphenyl)-N-[2-(cyclohexylamino)-2-oxo-1-(3-pyridyl)ethyl]-4-oxo-pyrrolidine-2-carboxamide